methyl 6-amino-4-bromo-3-chloro-2-fluorobenzoate NC1=CC(=C(C(=C1C(=O)OC)F)Cl)Br